CC1(C2CCC=3[C@@H]4CC[C@H]([C@@H](CCC=C(C)C)C)[C@]4(CCC3[C@]2(CC[C@@H]1O)C)C)C 4,4-dimethylcholesta-8,24-dien-3beta-ol